2-[2-[2-[(2Z,5Z)-2-benzylidene-5-[(5-tert-butyl-1H-imidazol-4-yl)methylene]-3,6-dioxo-piperazin-1-yl]ethoxy]ethoxy]acetic acid C(/C1=CC=CC=C1)=C\1/N(C(/C(/NC1=O)=C/C=1N=CNC1C(C)(C)C)=O)CCOCCOCC(=O)O